Cl.C(C)(C)(C)N(CC(=O)O)CCN tert-butyl-(2-aminoethyl)glycine hydrochloride